5-[(4-[6-[1-(2,6-dioxopiperidin-3-yl)-3-methyl-2-oxo-1,3-benzodiazol-5-yl]hexyl]phenyl)methoxy]hexanamide O=C1NC(CCC1N1C(N(C2=C1C=CC(=C2)CCCCCCC2=CC=C(C=C2)COC(CCCC(=O)N)C)C)=O)=O